COC1=C(C=CC(=C1)OC)/C=C/C(=O)NCCCCNC(\C(=C\C)\C)=O (E)-N-(4-((E)-3-(2,4-dimethoxyphenyl)acrylamido)butyl)-2-methylbut-2-enamide